(S)-2-(8-(2-(piperazin-1-yl)ethyl)-6,6a,7,8,9,10-hexahydro-5H-pyrazino[1',2':4,5]pyrazino[2,3-c]pyridazin-2-yl)phenol N1(CCNCC1)CCN1C[C@H]2N(C=3C(=NN=C(C3)C3=C(C=CC=C3)O)NC2)CC1